5-(4-cyclohexylphenyl)-3-[3-(fluoromethyl)azetidine-1-carbonyl]-2-[2-methylazetidine-1-carbonyl]-4H-pyrazolo[1,5-a]pyrimidin-7-one C1(CCCCC1)C1=CC=C(C=C1)C=1NC=2N(C(C1)=O)N=C(C2C(=O)N2CC(C2)CF)C(=O)N2C(CC2)C